C(#CC)C1=CC=C(OC2=C(N=NN2)C(=O)O)C=C1 5-(4-(prop-1-ynyl)phenoxy)-1H-1,2,3-triazole-4-carboxylic acid